FC([C@H]1CN(CC1)C[C@@H](C)[C@H]1CC[C@H]2\C(\CCC[C@]12C)=C\C=C1C[C@H](C[C@@H](C1)O)O)F (1R,3R)-5-(2-((1R,3aS,7aR,E)-1-((S)-1-((R)-3-(difluoromethyl)pyrrolidin-1-yl)propan-2-yl)-7a-methyloctahydro-4H-inden-4-ylidene)ethylidene)cyclohexane-1,3-diol